C1(CC1)C1=CC=C(C=C1)N1N=C2C(CNCC3C2=C1CCN3C(=O)OC(C)(C)C)O tert-butyl 2-(4-cyclopropylphenyl)-9-hydroxy-2,3,4,5a,6,7,8,9-octahydro-5H-1,2,5,7-tetraazabenzo[cd]azulene-5-carboxylate